C(N)(=O)C1=CC=C(O1)C=1C=C(C=2N(N1)C(=NC2)C(=O)O)C 2-(5-carbamoylfuran-2-yl)-4-methylimidazo[1,5-b]Pyridazine-7-carboxylic acid